4-amino-3-chloro-5-fluoro-6-(4-nitrophenyl)-pyridine-2-carboxylic acid methyl ester COC(=O)C1=NC(=C(C(=C1Cl)N)F)C1=CC=C(C=C1)[N+](=O)[O-]